C(C)OC(=O)C12CN(CC2(C1)C(F)(F)F)C1=C2C=CC=NC2=C(C=C1)C#N ethyl-3-(8-cyanoquinolin-5-yl)-5-(trifluoromethyl)-3-azabicyclo[3.1.0]hexane-1-carboxylate